C(C)N(C=1C2=C(N=C(N1)C1=C(C=NC=C1)C)C=NC=C2)C(C)C N-ethyl-2-(3-methylpyridin-4-yl)-N-(propan-2-yl)pyrido[3,4-d]pyrimidin-4-amine